Cl.Cl.N[C@H](C(=O)OCC1=CC(=NC(=C1)Cl)Cl)CCN (2,6-Dichloropyridin-4-yl)methyl (S)-2,4-diaminobutanoate dihydrochloride